C(C)(C)(C)OC(=O)N[C@H](C(=O)OCCCCCCCCCCCCCCCCCCCCC)CC1=CC(=CC(=C1)F)F Henicosyl (S)-2-((tert-butoxycarbonyl)amino)-3-(3,5-difluorophenyl)propanoate